tert-butyl 4-(3-(3-(2-((5-methyl-4-(1-(2-methylbenzoyl)indolin-5-yl)thiazol-2-yl)amino)-2-oxoethyl)phenoxy)propyl)piperazine-1-carboxylate CC1=C(N=C(S1)NC(CC=1C=C(OCCCN2CCN(CC2)C(=O)OC(C)(C)C)C=CC1)=O)C=1C=C2CCN(C2=CC1)C(C1=C(C=CC=C1)C)=O